Sodium 4-(2-(methacryloyloxy)ethylaminocarbonylamino)butylguanidinium sulfate S(=O)(=O)([O-])[O-].C(C(=C)C)(=O)OCCNC(=O)NCCCCNC(=[NH2+])N.[Na+]